O(C1=CC=CC=C1)CC(=O)NC1=CC=C(C=C1)NC(COC1=CC=CC=C1)=O 2-Phenoxy-N-[4-(2-phenoxyacetylamino)phenyl]acetamide